2-[(3-{2-[(4-chloro-2-fluorophenoxy)methyl]pyridin-4-yl}-2,5-dihydro-1H-pyrrol-1-yl)methyl]-1-[(1,3-oxazol-2-yl)methyl]-1H-1,3-benzodiazole-6-carboxylic acid ClC1=CC(=C(OCC2=NC=CC(=C2)C=2CN(CC2)CC2=NC3=C(N2CC=2OC=CN2)C=C(C=C3)C(=O)O)C=C1)F